1-ethyl-2-methyl-1,4,5,6-tetrahydropyrimidine C(C)N1C(=NCCC1)C